N(N)C1=NC=C(C(=N1)NN)[N+](=O)[O-] 2,4-dihydrazino-5-nitropyrimidine